7-Methyl-2H-benzo-1,5-dioxepin-3(4H)-on CC1=CC2=C(OCC(CO2)=O)C=C1